[As].[Ge].CN1CCN(CC1)C(=O)N1CC=2NC(=NC2C1)C1=NC=CC(=C1)C1=C2N(N=C1C1=NC(=CC=C1)C)CCC2 (4-methylpiperazin-1-yl)(2-(4-(2-(6-methylpyridin-2-yl)-5,6-dihydro-4H-pyrrolo[1,2-b]pyrazol-3-yl)pyridin-2-yl)-4,6-dihydropyrrolo[3,4-d]imidazol-5(1H)-yl)methanone germanium arsenic